4-bromo-3,5-dimethylisoxazole BrC=1C(=NOC1C)C